thio-choline SCC[N+](C)(C)C